2-hydroxy-3-(tetrahydrofuran-2-yl)cyclohepta-2,4,6-trien-1-one OC=1C(C=CC=CC1C1OCCC1)=O